2-(1-trityl-1H-imidazol-4-yl)benzaldehyde C(C1=CC=CC=C1)(C1=CC=CC=C1)(C1=CC=CC=C1)N1C=NC(=C1)C1=C(C=O)C=CC=C1